CN1N=CNC1=O N-methyl-1H-1,2,4-triazol-5(4H)-one